N-(5-(2-fluorophenyl)-1,3,4-thiadiazol-2-yl)-1-ethyl-4-hydroxy-2-quinolone-3-carboxamide FC1=C(C=CC=C1)C1=NN=C(S1)NC(=O)C=1C(N(C2=CC=CC=C2C1O)CC)=O